C1(CC1)C=1C=C2C(=NC1)N(C=N2)CC=2C=C1CCC(OC1=C(C2)OC)C=2C=NC(=CC2)C 6-cyclopropyl-3-((8-methoxy-2-(6-methylpyridin-3-yl)chroman-6-yl)methyl)-3H-imidazo[4,5-b]pyridine